CN(C=O)CC(CCCCC)CCC N-methyl-N-(2-propylheptyl)formamide